IC=1C=C2CN(C(C2=CC1)=O)C1C(NC(CC1)=O)=O 3-(5-iodo-1-oxoisoindol-2-yl)piperidine-2,6-dione